methyl 5-amino-3-cyano-1-ethyl-4-(3-hydroxy-2-methyl-phenyl)pyrrolo[2,3-b]pyridine-6-carboxylate NC=1C(=C2C(=NC1C(=O)OC)N(C=C2C#N)CC)C2=C(C(=CC=C2)O)C